difluoromonochloroethane tetraethyl-(((4-nitro-1,2-phenylene)bis(oxy))bis(undecane-11,1-diyl))bis(phosphonate) C(C)OP(OCC)(=O)CCCCCCCCCCCOC1=C(C=C(C=C1)[N+](=O)[O-])OCCCCCCCCCCCP(OCC)(OCC)=O.FC(C)(Cl)F